ClC1=C(C(=NC(=N1)OCC1(CC1)CN1CCOCC1)N(C)[C@H](C)C=1C(=NC=CC1)NCC1=CC=C(C=C1)OC)F (R)-6-chloro-5-fluoro-N-(1-(2-((4-methoxybenzyl)amino)pyridin-3-yl)ethyl)-N-methyl-2-((1-(morpholinomethyl)cyclopropyl)methoxy)pyrimidin-4-amine